NC1=NC2=CC(=CC=C2C=C1Br)C[C@@H]1CC[C@]2([C@@H]1O[C@H](C2O)N2C=CC1=C2N=CN=C1Cl)O (2R,3aS,6S,6aR)-6-((2-amino-3-bromoquinolin-7-yl)methyl)-2-(4-chloro-7H-pyrrolo[2,3-d]pyrimidin-7-yl)hexahydro-2H-cyclopenta[b]furan-3,3a-diol